Tert-butyl (R)-(3-(benzyloxy)-2-hydroxypropyl)carbamate C(C1=CC=CC=C1)OC[C@@H](CNC(OC(C)(C)C)=O)O